CC1=CC(CCC1)=O 3-methylcyclohex-2-en-1-one